C(C)(=O)OCCC1=CC=C(C=C1)C(C(=O)OC)(C)C methyl 2-(4-(2-acetoxyethyl)phenyl)-2-methylpropanoate